(13S,17R)-13-ethyl-17-ethynyl-3-oxo-2,3,6,7,8,9,10,11,12,13,14,15,16,17-tetradecahydro-1H-cyclopenta[a]phenanthren-17-yl (2-chloro-4-sulfamoylphenoxy)acetate ClC1=C(OCC(=O)O[C@]2(CCC3C4CCC5=CC(CCC5C4CC[C@]23CC)=O)C#C)C=CC(=C1)S(N)(=O)=O